COC(=O)C=1N(C2=CC(=CC(=C2C(C1)=O)F)Br)C(C)C.O[C@H](CC(=O)N[C@@H](C)C1=CC(=CC=C1)OC(F)(F)F)C(C)(C)C (R)-3-hydroxy-4,4-dimethyl-N-[(1S)-1-[3-(trifluoromethoxy)phenyl]ethyl]pentanamide methyl-7-bromo-5-fluoro-1-isopropyl-4-oxo-1,4-dihydroquinoline-2-carboxylate